methyl 4-((4-bromo-6,7-difluoro-1H-indol-5-yl)thio)pyridine-2-carbimidothioate BrC1=C2C=CNC2=C(C(=C1SC1=CC(=NC=C1)C(=N)SC)F)F